2-fluoro-[1,1'-biphenyl]-4-amine FC1=C(C=CC(=C1)N)C1=CC=CC=C1